2,3,3-TRIMETHYLPROPIONIC ACID CC(C(=O)O)C(C)C